((S)-1-[[(2-chloroacetyl)-(1H-imidazol-4-ylmethyl)amino]carbamoyl]-3-methyl-butyl)carbamate ClCC(=O)N(CC=1N=CNC1)NC(=O)[C@H](CC(C)C)NC([O-])=O